N-(3-Carbamoyl-1-methyl-1H-pyrazol-4-yl)-5-(cyclohexylamino)pyrazolo[1,5-a]pyrimidin-3-carboxamid C(N)(=O)C1=NN(C=C1NC(=O)C=1C=NN2C1N=C(C=C2)NC2CCCCC2)C